propynyl methanesulfonate CS(=O)(=O)OC#CC